C1(CC1)N(C(=O)NCC1=C(C=C(C=C1)OC(F)(F)F)F)[C@H]1CN(C[C@@]2(CC(NC2)=O)C1)C(=O)NC (5r,9r)-9-(1-cyclopropyl-3-(2-fluoro-4-(trifluoromethoxy)benzyl)ureido)-N-methyl-3-oxo-2,7-diazaspiro[4.5]decane-7-carboxamide